ClC=1N=C(C(N(C1C1=CC=CC=C1)CC(=O)O)=O)NC 2-(5-chloro-3-(methylamino)-2-oxo-6-phenylpyrazin-1(2H)-yl)acetic acid